(2-{2-[5'-fluoro-1'-methyl-3-(pyridin-3-yl)-[4,6'-biindazol]-1-yl]acetamido}acetamido)acetic acid FC=1C=C2C=NN(C2=CC1C=1C=2C(=NN(C2C=CC1)CC(=O)NCC(=O)NCC(=O)O)C=1C=NC=CC1)C